3,3-difluoro-2-[(2-methoxyethoxy)methoxy]propan-1-amine FC(C(CN)OCOCCOC)F